COC1=C(C=C2C(=NC=NC2=C1)NC=1C=C(C=CC1OC)C1=CC=CC=C1)OC1CCN(CC1)C(C=C)=O 1-(4-((7-methoxy-4-((4-methoxy-[1,1'-biphenyl]-3-yl)amino)quinazolin-6-yl)oxy)piperidin-1-yl)prop-2-en-1-one